2-fluoro-6-methoxy-4-(2-methyl-1-oxo-1,2-dihydro-2,7-naphthyridin-4-yl)benzoic acid FC1=C(C(=O)O)C(=CC(=C1)C1=CN(C(C2=CN=CC=C12)=O)C)OC